oleic acid-sulfide C(CCCCCCCC1C(CCCCCCCC)S1)(=O)O